5,5'''-didodecyl-2,2':5',2'':5'',2'''-quaterthiophene C(CCCCCCCCCCC)C1=CC=C(S1)C=1SC(=CC1)C=1SC(=CC1)C=1SC(=CC1)CCCCCCCCCCCC